CC=1C(=NC(=NC1)N)N methyl-pyrimidine-2,4-diamine